N[C@H](COC1CC1)C1=CC2=C(N(C(=N2)[C@H]([C@@H](C)OC2CC2)N[S@](=O)C(C)(C)C)COCC[Si](C)(C)C)C=C1 (R)-N-((1R,2R)-1-(5-((S)-1-amino-2-cyclopropoxyethyl)-1-((2-(trimethylsilyl)ethoxy)methyl)-1H-benzo[d]imidazol-2-yl)-2-cyclopropoxypropyl)-2-methylpropane-2-sulfinamide